OC(CCCCCCCCCCCCCCC(=O)O)CCCCCCCCCCCCC 16-Hydroxy-nonacosanoic acid